(S)-2-(4-(4-chlorophenyl)-2,3,9-trimethyl-6H-thieno[3,2-f][1,2,4]triazolo[4,3-a][1,4]diazepin-6-yl)-N-(1-(3-(2-oxoindolin-5-yl)pyridin-2-yl)piperidin-4-yl)acetamide ClC1=CC=C(C=C1)C1=N[C@H](C=2N(C3=C1C(=C(S3)C)C)C(=NN2)C)CC(=O)NC2CCN(CC2)C2=NC=CC=C2C=2C=C3CC(NC3=CC2)=O